COC=1C=C(C=CC1NCC#CC=1N(C2=CC=CC(=C2C1)NC1CCC(CC1)N1CC2(COC2)C1)CC(F)(F)F)S(=O)(=O)NC(CC)=O N-(3-methoxy-4-{[3-(4-{[(1S,4S)-4-{2-oxa-6-azaspiro[3.3]heptan-6-yl}cyclohexyl]amino}-1-(2,2,2-trifluoroethyl)-1H-indol-2-yl)prop-2-yn-1-yl]amino}benzenesulfonyl)propanamide